9-Chloro-9-(4-methoxyphenyl)-10-phenyl-9,10-dihydroacridine ClC1(C2=CC=CC=C2N(C=2C=CC=CC12)C1=CC=CC=C1)C1=CC=C(C=C1)OC